4-((3-(4-(2,6-dioxopiperidin-3-yl)benzoyl)-3-azaspiro[5.5]undecan-9-yl)methyl)piperidine O=C1NC(CCC1C1=CC=C(C(=O)N2CCC3(CC2)CCC(CC3)CC3CCNCC3)C=C1)=O